BrC1=CC(N(C=C1CN1CCCCC1)C)=O 4-bromo-1-methyl-5-(piperidin-1-ylmethyl)pyridin-2(1H)-one